CCN(C(=O)N)N=O The molecule is a member of the class of N-nitrosoureas that is urea in which one of the nitrogens is substituted by ethyl and nitroso groups. It has a role as an alkylating agent, a mutagen, a carcinogenic agent and a genotoxin. It derives from a urea.